10-((tert-butyldiphenylsilyl)oxy)deca-4,7-diyn-1-ol [Si](C1=CC=CC=C1)(C1=CC=CC=C1)(C(C)(C)C)OCCC#CCC#CCCCO